Cl.C1C(CC12CCNCC2)N2CCC(CC2)C2=CC=C(C=C2)NC2=C1N=CN(C1=NC=N2)C2CC(C2)NC(CC2=CC=CC=C2)=O N-((1s,3s)-3-(6-((4-(1-(7-azaspiro[3.5]nonan-2-yl)piperidin-4-yl)phenyl)amino)-9H-purin-9-yl)cyclobutyl)-2-phenylacetamide hydrochloride